4-hydroxy-3-methoxy-5-methylbenzonitrile OC1=C(C=C(C#N)C=C1C)OC